4-((2-bromo-2'-methyl-3'-(3-(morpholinomethyl)-1,2,4-oxadiazol-5-yl)-[1,1'-biphenyl]-3-yl)methoxy)-5-chloro-2-(pyridin-3-ylmethoxybenzyl)-L-serine BrC1=C(C=CC=C1COC1=CC=C(C([C@](N)(CO)C(=O)O)OCC=2C=NC=CC2)C=C1Cl)C1=C(C(=CC=C1)C1=NC(=NO1)CN1CCOCC1)C